Ammonium Dinonyl Sulfosuccinate S(=O)(=O)(O)C(C(=O)OCCCCCCCCC)CC(=O)OCCCCCCCCC.[NH4+]